FC1(C2CN(CC12)C1=NC=C(C(=N1)C)CN1N=NC(=C1)C(=O)O)F 1-[(2-{6,6-difluoro-3-azabicyclo[3.1.0]hex-3-yl}-4-methylpyrimidin-5-yl)methyl]-1H-1,2,3-triazole-4-carboxylic acid